N,N-dimethyl-5-(9H-pyrrolo[2,3-b:4,5-c']dipyridin-2-yl)pyridine-2-carboxamide CN(C(=O)C1=NC=C(C=C1)C1=CC=C2C(=N1)NC1=C2C=NC=C1)C